(1R,2S)-2-(4-((diethoxyphosphoryl)methyl)phenyl)cyclopropane-1-carboxylic acid C(C)OP(=O)(OCC)CC1=CC=C(C=C1)[C@@H]1[C@@H](C1)C(=O)O